3-Ethyl-6-methyl-8-(4,5,6,7-tetrahydrobenzo[d]thiazol-2-yl)quinazolin-4(3H)-one C(C)N1C=NC2=C(C=C(C=C2C1=O)C)C=1SC2=C(N1)CCCC2